NCCNC(CCOCCOCCNC(CCN1C(C=CC1=O)=O)=O)=O N-(2-aminoethyl)-3-(2-(2-(3-(2,5-dioxo-2,5-dihydro-1H-pyrrol-1-yl)propanamido)ethoxy)ethoxy)propanamide